3-[3-(difluoromethoxy)phenyl]-1-isopropyl-N-[(3R)-3-methyl-1,1-dioxo-thiazin-3-yl]-2-oxo-imidazo[4,5-b]pyridine-6-carboxamide FC(OC=1C=C(C=CC1)N1C(N(C=2C1=NC=C(C2)C(=O)N[C@@]2(NS(C=CC2)(=O)=O)C)C(C)C)=O)F